4-fluoro-5-(6-methoxypyridazin-4-yl)-2-{6-[(3R)-3-[(1-methylcyclopropyl)amino]pyrrolidin-1-yl]pyridazin-3-yl}phenol FC1=CC(=C(C=C1C1=CN=NC(=C1)OC)O)C=1N=NC(=CC1)N1C[C@@H](CC1)NC1(CC1)C